C(C1=CC=CC=C1)N1CC(C(C(C1)C)(F)F)CCN1C(C2=CC=CC=C2C1=O)=O 2-[2-(1-benzyl-4,4-difluoro-5-methyl-3-piperidyl)ethyl]isoindoline-1,3-dione